(8R)-2-chloro-N-(2-(1-hydroxyethyl)-6-(trifluoromethyl)pyridin-4-yl)-8-methyl-8-(trifluoromethyl)-7,8-dihydro-6H-pyrazolo[1,5-a]pyrrolo[2,3-e]pyrimidine-6-carboxamide ClC1=NN2C(N=CC3=C2[C@@](CN3C(=O)NC3=CC(=NC(=C3)C(F)(F)F)C(C)O)(C(F)(F)F)C)=C1